benzyl-[(2,4-dihydroxybutyl)amino]methane C(C1=CC=CC=C1)CNCC(CCO)O